N-cyclopropyl-N-(2-cyclopropyl-5-fluorobenzyl)-3-(difluoromethyl-5-fluorobenzyl)-5-fluoro-1H-pyrazole-4-carboxamide C1(CC1)N(C(=O)C=1C(=NNC1F)C(C1=CC=CC(=C1)F)C(F)F)CC1=C(C=CC(=C1)F)C1CC1